O=[S@@]1(=N[C@H](CC1)C1=CC=CC=C1)C1=CC=C(C(=O)OC)C=C1 |r| rac-methyl 4-((1R,3R)-1-oxido-3-phenyl-4,5-dihydro-3H-1λ6-isothiazol-1-yl)benzoate